C(C)OC(=O)C=1N=NNC1OC1=CC(=CC=C1)C1C#C1 5-(3-(3-Cycloprop-1-ynyl)phenoxy)-1H-1,2,3-triazole-4-carboxylic acid ethyl ester